methyl N-BOC-3-(2-oxoethyl)azetidine-3-carboxylate C(=O)(OC(C)(C)C)N1CC(C1)(C(=O)OC)CC=O